2-(2-(2-fluoro-5-(trifluoromethoxy)phenyl)-1,2,3,4-tetrahydroisoquinolin-6-yl)cyclopropane-1-carboxylic acid FC1=C(C=C(C=C1)OC(F)(F)F)N1CC2=CC=C(C=C2CC1)C1C(C1)C(=O)O